Cl.NC1CC(C1)O (1R,3r)-3-aminocyclobutane-1-ol hydrochloride